3-(5-((S)-4-fluoro-1-methylisoindoline-2-carbonyl)-1-oxoisoindolin-2-yl)piperidine-2,6-dione FC1=C2CN([C@H](C2=CC=C1)C)C(=O)C=1C=C2CN(C(C2=CC1)=O)C1C(NC(CC1)=O)=O